CC(C#C)(C(OC)OC)O 3-methyl-3-hydroxy-4,4-dimethoxy-1-butyne